O=CCC[C@@H]1CN(CC1)C(=O)OC(C)(C)C tert-butyl (3S)-3-(3-oxopropyl)pyrrolidine-1-carboxylate